CC1=C(C=CC(=C1)C)NC(=O)N 2,4-dimethylphenylurea